FC1=C2CC(NC2=CC(=C1N1CC(N[SH2]1=O)=O)O)CNCCC1COC1 5-[4-fluoro-6-hydroxy-2-({[2-(oxetan-3-yl)ethyl]amino}methyl)-2,3-dihydro-1H-indol-5-yl]-1λ6,2,5-thiadiazolidine-1,3-dione